ethyl-5-thioribose C(C)C(=O)[C@H](O)[C@H](O)[C@H](O)CS